(R)-6-chloro-3-((1-(3,6-dimethyl-2-(4-(1-methyl-6-oxo-1,6-dihydropyridin-2-yl)piperidin-1-yl)-4-oxo-3,4-dihydroquinazolin-8-yl)ethyl)amino)-N-(methylsulfonyl)picolinamide ClC1=CC=C(C(=N1)C(=O)NS(=O)(=O)C)N[C@H](C)C=1C=C(C=C2C(N(C(=NC12)N1CCC(CC1)C=1N(C(C=CC1)=O)C)C)=O)C